C1(C(C(C2=CC=CC=C12)=O)C1=NC2=CC=CC=C2C=C1)=O 2-(Indan-1,3-dion-2-yl)chinolin